S1N=CN=C1C(=O)O 1,2,4-thiadiazole-5-formic acid